(3-(2-chlorophenyl)imidazo[1,2-a]pyridin-6-yl)-N-methylacetamide ClC1=C(C=CC=C1)C1=CN=C2N1C=C(C=C2)CC(=O)NC